NCCCC[Si](OCC)(OCC)CC δ-aminobutylethyldiethoxysilane